ClC1=CC(=C(OCC=2C=NC=C(C#N)C2)C=C1OCC=1C(=C(C=CC1)C1=C(C(=CC=C1)OCCCNC[C@@H](CO)O)C)C)C=O (S)-5-((4-chloro-5-((3'-(3-((2,3-dihydroxypropyl)amino)propoxy)-2,2'-dimethyl-[1,1'-biphenyl]-3-yl)methoxy)-2-formylphenoxy)methyl)nicotinonitrile